NCC(=O)[O-].[Mg+2].NCC(=O)[O-] Magnesium glycinat